4-(((5-amino-1,3,4-thiadiazol-2-yl)oxy)methyl)bicyclo(2.2.1)heptan-1-ol NC1=NN=C(S1)OCC12CCC(CC1)(C2)O